C(C)(C)(C)OC(C(C)N1C(C2=C(CC1)SC(=C2)C2=NC(=NC=C2C)NC2=CC=NN2C)=O)=O 2-(2-(5-methyl-2-((1-methyl-1H-pyrazol-5-yl)amino)pyrimidin-4-yl)-4-oxo-6,7-dihydrothieno[3,2-c]pyridin-5(4H)-yl)propionic acid tert-butyl ester